1-(3,3,3-trifluoropropyl)pyrazolo[3,4-c]pyridin-5-amine FC(CCN1N=CC=2C1=CN=C(C2)N)(F)F